ethyl (E)-4-{[4-(10-benzyl-3-chloro-11-oxo-10,11-dihydro-5H-dibenzo[b,e][1,4]diazepin-5-yl)butyl]amino}but-2-enoate C(C1=CC=CC=C1)N1C2=C(N(C3=C(C1=O)C=CC(=C3)Cl)CCCCNC/C=C/C(=O)OCC)C=CC=C2